5-(4-(((3,6-dimethylpyridin-2-yl)amino)methyl)-2-fluoro-6-hydroxyphenyl)-1,2,5-thiadiazolidin-3-one 1,1-dioxide CC=1C(=NC(=CC1)C)NCC1=CC(=C(C(=C1)O)N1CC(NS1(=O)=O)=O)F